S(O)(=O)(=O)N.S(O)(=O)(=O)N.[Co+2] cobalt (II) bis(amidosulfuric acid)